2-[3-[2-(5-chloro-6-piperazin-1-yl-3-pyridinyl)ethynyl]phenyl]ethylamine ClC=1C=C(C=NC1N1CCNCC1)C#CC=1C=C(C=CC1)CCN